C(C)(=O)NC(C1=CC=CC=C1)O acetamidobenzyl alcohol